NC1=CC(=NN1)[C@H](CC)N(C(OC(C)(C)C)=O)C tert-butyl [(1S)-1-(5-amino-1H-pyrazol-3-yl)propyl]methylcarbamate